The molecule is a member of the class of phosphocholines obtained by formal condensation of the phosphate group of phosphocholine with the phenolic groups of two molecules of 4-nitrophenol. It has a role as a chromogenic compound. It is a member of phosphocholines and a C-nitro compound. It derives from a 4-nitrophenol. C[N+](C)(C)CCOP(=O)(OC1=CC=C(C=C1)[N+](=O)[O-])OC2=CC=C(C=C2)[N+](=O)[O-]